4-(4-((4'-oxo-3',4'-dihydro-2'H-spiro[cyclohexane-1,1'-isoquinolin]-2'-yl)methyl)-1H-1,2,3-triazol-1-yl)benzonitrile O=C1CN(C2(C3=CC=CC=C13)CCCCC2)CC=2N=NN(C2)C2=CC=C(C#N)C=C2